3-[(1R,3R)-1-(2,6-difluoro-4-iodo-phenyl)-3-methyl-1,3,4,9-tetrahydropyrido[3,4-b]indol-2-yl]-2-fluoro-2-methyl-propan-1-ol FC1=C(C(=CC(=C1)I)F)[C@H]1N([C@@H](CC2=C1NC1=CC=CC=C21)C)CC(CO)(C)F